ClC=1C(=CC(=C(CC2(OCC(C2)NS(=O)(=O)C)C(=O)OCC)C1)F)F Ethyl 2-(5-chloro-2,4-difluorobenzyl)-4-(methylsulfonamido)tetrahydrofuran-2-carboxylate